(n-propylcyclopentadienyl)tris(diethylamino)titanium C(CC)C1(C=CC=C1)[Ti](N(CC)CC)(N(CC)CC)N(CC)CC